N-(bicyclo[4.1.0]heptan-3-yl)-1-tosylpyrrolidine-2-carboxamide C12CC(CCC2C1)NC(=O)C1N(CCC1)S(=O)(=O)C1=CC=C(C)C=C1